8-fluoro-4-iodo-7-(1-methyl-1H-imidazol-5-yl)isoquinoline-1-Amine FC=1C(=CC=C2C(=CN=C(C12)N)I)C1=CN=CN1C